C(C)N1C2=C([C@H]([C@H](C1=O)NC(C1=CC(=CC=C1)C(F)(F)F)=O)C1=CC=C(C=C1)F)C(=NN2C2=CC=CC=C2)CNC(\C=C\C(=O)N)=O |r| rac-N1-(((4R,5R)-7-ethyl-4-(4-fluorophenyl)-6-oxo-1-phenyl-5-(3-(trifluoromethyl)benzamido)-4,5,6,7-tetrahydro-1H-pyrazolo[3,4-b]pyridine-3-yl)methyl)fumaramide